4-Amino-N-(6-methyl-1-(3-(trifluoromethyl)benzyl)isoquinolin-5-yl)thieno[3,2-d]pyrimidine-7-formamide NC=1C2=C(N=CN1)C(=CS2)C(=O)NC2=C1C=CN=C(C1=CC=C2C)CC2=CC(=CC=C2)C(F)(F)F